(4-Nitrophenyl)pyrido[3,4-b]Pyrazin-5-amine [N+](=O)([O-])C1=CC=C(C=C1)C=1N=C2C(=NC1)C(=NC=C2)N